2-(2-fluoro-4-((6-methoxyquinazolin-4-yl)oxy)phenyl)-N-(4-(1-(trifluoromethyl)cyclopropyl)pyridin-2-yl)acetamide FC1=C(C=CC(=C1)OC1=NC=NC2=CC=C(C=C12)OC)CC(=O)NC1=NC=CC(=C1)C1(CC1)C(F)(F)F